N-chloro-N-(phenylsulfonyl)benzenesulfonamide ClN(S(=O)(=O)C1=CC=CC=C1)S(=O)(=O)C1=CC=CC=C1